Dimethylbenzofluoren CC1=C(C2=C(C=C1)C=CC3=C2CC4=CC=CC=C43)C